6-methyl-morpholine-2-carboxamide CC1OC(CNC1)C(=O)N